2-methoxy-7-methyl-1,4-dihydroxy-anthraquinone COC1=C(C=2C(C3=CC(=CC=C3C(C2C(=C1)O)=O)C)=O)O